2-(2-(1-phenyl-3-(tolyl)-1H-pyrazol-4-yl)vinyl)isonicotinic acid C1(=CC=CC=C1)N1N=C(C(=C1)C=CC=1C=C(C(=O)O)C=CN1)C1=C(C=CC=C1)C